3-Deaza-3-iodoadenosine IC1=CN=C(C=2N=CN([C@H]3[C@H](O)[C@H](O)[C@@H](CO)O3)C12)N